OC(CC(C(=O)O)C(O)(C(=O)O)CC(=O)O)C 2-Hydroxypropyl-citric acid